COC1=CC=C2CC3(CCNCC3)C(C2=C1)=O 6-methoxy-1-oxo-1,3-dihydrospiro[indene-2,4'-piperidine]